ClC1=NC=CC2=CC(=C(C=C12)OC)C(=O)OC Methyl 1-chloro-7-methoxy-isoquinoline-6-carboxylate